6-chloro-N-(6-(4-cyanophenyl)thiazolo[4,5-b]pyrazin-2-yl)-4-(2-ethynylphenyl)pyridine-3-carboxamide ClC1=CC(=C(C=N1)C(=O)NC=1SC=2C(=NC=C(N2)C2=CC=C(C=C2)C#N)N1)C1=C(C=CC=C1)C#C